4-Methyl-6-(tert-butyl)phenol CC1=CC=C(C(=C1)C(C)(C)C)O